N[C@@H](CCCCN)C(=O)[O-].C[N+](CCCCCCCCCCCC)(C)C trimethyldodecylammonium lysine salt